N(C1=CC=CC=C1)C1=CC=CC(=N1)S(=O)(=O)NC(=O)C=1C(=NC=CC1)N1C(CC(C1)C)(C)C N-[(6-Anilino-2-pyridyl)sulfonyl]-2-(2,2,4-trimethylpyrrolidin-1-yl)pyridin-3-carboxamid